C(C)(C)C1=C(NC2=CC=C(C=C12)O[C@@H]1CN(CCC1)C)C=1C=C(C=2N(C1)N=CN2)C (S)-6-(3-Isopropyl-5-((1-methylpiperidin-3-yl)oxy)-1H-indol-2-yl)-8-methyl-[1,2,4]triazolo[1,5-a]pyridin